BrC1=NN(N=C1Br)C(C)C 4,5-dibromo-2-isopropyl-2H-1,2,3-triazole